[NH2+]1CN=CC1 3-imidazolinium